The molecule is the tetracation of PoPo-1 dye. It has a role as a fluorochrome. It is a cyanine dye, a quaternary ammonium ion, a benzoxazolium ion and a pyridinium ion. CN\\1C2=CC=CC=C2O/C1=C/C3=CC=[N+](C=C3)CCC[N+](C)(C)CCC[N+](C)(C)CCC[N+]4=CC=C(C=C4)/C=C\\5/N(C6=CC=CC=C6O5)C